3-[3-[4-[[2-(4-chloro-1,3,5-triazin-2-yl)-2,9-diazaspiro[5.5]undecan-9-yl]methyl]phenyl]-5-phenyl-imidazo[4,5-b]pyridin-2-yl]pyridin-2-amine ClC1=NC(=NC=N1)N1CC2(CCC1)CCN(CC2)CC2=CC=C(C=C2)N2C(=NC=1C2=NC(=CC1)C1=CC=CC=C1)C=1C(=NC=CC1)N